(3-(phenoxymethyl)phenyl)methanol tert-butyl-5-{2-[1-(4-bromophenyl)pyrazol-4-yl]propanamido}-3-cyclopropylpyrazole-1-carboxylate C(C)(C)(C)C=1C(=NN(C1NC(C(C)C=1C=NN(C1)C1=CC=C(C=C1)Br)=O)C(=O)OCC1=CC(=CC=C1)COC1=CC=CC=C1)C1CC1